S1N=CC(=C1)CO isothiazol-4-ylmethanol